C1(=CC=CC=C1)C=1C(=C(C2=CC=CC=C2C1)C1=C2C(=C(C(=C(C2=C(C=2C(=C(C(=C(C12)[2H])[2H])[2H])[2H])[2H])[2H])[2H])[2H])C1=C(C=CC=C1)C1=CC=CC=2C3=CC=CC=C3C=CC12)C1=C(C=CC=C1)C1=CC=CC=2C3=CC=CC=C3C=CC12 phenyl(phenanthrenylphenyl)naphthyl(phenanthrenylphenyl)anthracene-d8